C(C)(C)(C)OC(N(C)CCNCCN(C)C)=O.CN1CCN(CC1)CC1=C(C=C(N)C=C1)C(F)(F)F 4-((4-methylpiperazin-1-yl)methyl)-3-(trifluoromethyl)aniline tert-butyl-(2-((2-(dimethylamino)ethyl)amino)ethyl)(methyl)carbamate